1-ethyl-3,5-diphenyl-6-(propylthio)-3,5-dihydroimidazo[4,5-c][1,2]thiazin-4(1H)-one 2,2-dioxide C(C)N1S(C(C(C2=C1N=C(N2C2=CC=CC=C2)SCCC)=O)C2=CC=CC=C2)(=O)=O